lead sulfide lead [Pb].[Pb]=S